C[N+](CCC[N+](C)(C)C)(C)C trimethylenebis(trimethylammonium)